O.O.[Na+].OCS(=O)(=O)[O-] hydroxymethanesulfonic acid monosodium salt dihydrate